CCOC(=O)C[C@H](C1=CC=C(C=C1)O)NC(=O)[C@@H](CC2=C(NC3=CC=CC=C32)Br)N(C)C(=O)[C@H](C)NC(=O)[C@@H](C)C/C(=C/[C@H](C)C[C@H](C)O)/C The molecule is a depsipeptide isolated from Jaspis splendens. It has a role as an antineoplastic agent, an animal metabolite and a marine metabolite. It is a member of phenols, a depsipeptide, a member of indoles, an organobromine compound and an ethyl ester.